[Si](C)(C)(C(C)(C)C)OC(CC#N)CCl 3-[(tert-Butyldimethylsilyl)oxy]-4-chlorobutyronitrile